N-Benzyl-N-(3-((4-((S)-(3-fluorophenyl)(hydroxy)methyl)-7-azabicyclo[2.2.1]heptan-1-yl)methyl)phenyl)methanesulfonamide C(C1=CC=CC=C1)N(S(=O)(=O)C)C1=CC(=CC=C1)CC12CCC(CC1)(N2)[C@@H](O)C2=CC(=CC=C2)F